(RS)-1-(4-Methylbenzyl)-3-(4-(morpholin-2-yl)phenyl)urea CC1=CC=C(CNC(=O)NC2=CC=C(C=C2)[C@@H]2CNCCO2)C=C1 |r|